NC1=CC=C(OC2=C(C=C(C=C2)N)CC)C=C1 4-(4-aminophenoxy)-3-ethylbenzenamine